1-N,2-N-bis[(2-hydroxy-1H-indol-3-yl)imino]ethane-diimidamide OC=1NC2=CC=CC=C2C1N=NC(C(N=NC1=C(NC2=CC=CC=C12)O)=N)=N